(4-Chloro-2-(tetrahydrofuran-2-yl)phenyl)methanol sodium [Na].ClC1=CC(=C(C=C1)CO)C1OCCC1